4-(4-((1R,5S)-3,8-diazabicyclo[3.2.1]octan-3-yl)-2-((tetrahydrofuran-3-yl)methoxy)quinazolin-7-yl)naphthalen-2-ol [C@H]12CN(C[C@H](CC1)N2)C2=NC(=NC1=CC(=CC=C21)C2=CC(=CC1=CC=CC=C21)O)OCC2COCC2